2-oxo-1,2-dihydropyrrol O=C1NC=CC1